NC1=NC=C(C2=C1C=NN2)NC(=O)C(=O)N(CC2=NC=C(C=C2)C(F)(F)F)CC2=NC=CC=N2 N-(4-amino-1H-pyrazolo[4,3-c]pyridin-7-yl)-N'-(pyrimidin-2-ylmethyl)-N'-[[5-(trifluoromethyl)-2-pyridyl]methyl]oxamide